ClC1=CC=C(C=C1)NC(=O)NC1=CC=C(C=C1)NC1=NC=NC2=CC(=C(C=C12)OC)OC 1-(4-chlorophenyl)-3-(4-((6,7-dimethoxyquinazolin-4-yl)amino)phenyl)urea